OC(C)(C)C(C)(C)O.[Pd] palladium pinacol